methyl 4-(((trifluoromethyl)sulfonyl)oxy)-2,5-dihydrofuran-3-carboxylate FC(S(=O)(=O)OC1=C(COC1)C(=O)OC)(F)F